COC=1C=C(C=C(C1N)OC)N 3,5-dimethoxy-1,4-phenylenediamine